neric acid C(\C=C(\C)/CCC=C(C)C)(=O)O